NC=1SC=C(N1)C1CN(CCC1)C(=O)OC methyl 3-(2-amino-1,3-thiazol-4-yl)piperidine-1-carboxylate